salicylic acid monodecanoate C(CCCCCCCCC)(=O)O.C(C=1C(O)=CC=CC1)(=O)O